2-(2,6-dioxo-3-piperidyl)-4-(1-methylprop-2-ynylamino)isoindoline-1,3-dione O=C1NC(CCC1N1C(C2=CC=CC(=C2C1=O)NC(C#C)C)=O)=O